N-(4-bromopyridin-2-yl)-2-(3-nitrophenyl)acetamide BrC1=CC(=NC=C1)NC(CC1=CC(=CC=C1)[N+](=O)[O-])=O